C1(CCCCC1)NC(=O)C=1C(=C2C3C(C(OC2=CC1CCCCC)(C)C)CCC(=C3)C)O N-cyclohexyl-1-hydroxy-6,6,9-trimethyl-3-pentyl-6a,7,8,10a-tetrahydro-6H-benzo[c]chromene-2-carboxamide